tert-Butyl 4-[(3-hydroxypropyl)amino]piperidine-1-carboxylate OCCCNC1CCN(CC1)C(=O)OC(C)(C)C